C1(CC1)NC(=O)C=1C=NN2C1N=C(C=C2NC)NC=2C(=NC=CC2)OC N-cyclopropyl-5-((2-methoxypyridin-3-yl)amino)-7-(methylamino)pyrazolo[1,5-a]pyrimidine-3-carboxamide